{1-[3-(4-Chloro-phenyl)-adamantan-1-yl]-ethyl}-(6-chloro-pyridin-3-ylmethyl)-amine ClC1=CC=C(C=C1)C12CC3(CC(CC(C1)C3)C2)C(C)NCC=2C=NC(=CC2)Cl